N1-benzyl-1,2-propanediamine C(C1=CC=CC=C1)NCC(C)N